COC1=C(C2=C(N=N1)SC1=C2N=CN=C1N1CCCC1)C 3-methoxy-4-methyl-8-pyrrolidin-1-yl-pyrimido[4',5':4,5]thieno[2,3-c]pyridazine